C1(=NC=CC=2C3=CC=CC=C3NC12)C1=CC=2C(C3=CC(=CC=C3C2C=C1)C1=NC=CC=2C3=CC=CC=C3NC12)(F)F 2,7-di(azacarbazolyl)-9,9-difluorofluorene